benzyl (2S)-4-[7-(8-chloro-1-naphthyl)-8-fluoro-2-[[(2S,4R)-4-methoxy-1-methyl-pyrrolidin-2-yl]methoxy]pyrido[4,3-d]pyrimidin-4-yl]-2-(cyanomethyl)piperazine-1-carboxylate ClC=1C=CC=C2C=CC=C(C12)C1=C(C=2N=C(N=C(C2C=N1)N1C[C@@H](N(CC1)C(=O)OCC1=CC=CC=C1)CC#N)OC[C@H]1N(C[C@@H](C1)OC)C)F